5-chloro-2-methyl-N-((1r,4r)-4-((1'-methyl-2-oxo-1'H-[1,5'-bibenzo[d]imidazol]-3(2H)-yl)methyl)cyclohexyl)nicotinamide ClC=1C=NC(=C(C(=O)NC2CCC(CC2)CN2C(N(C3=C2C=CC=C3)C3=CC2=C(N(C=N2)C)C=C3)=O)C1)C